C(C)N(C(=O)NC(C(F)(F)F)CCCC#C)[C@H](C)C1=CC(=CC=C1)C=1N=C(C=2N(C1)C=CN2)OC 1-ethyl-1-((R)-1-(3-(8-methoxyimidazo[1,2-a]pyrazin-6-yl)phenyl)ethyl)-3-(1,1,1-trifluorohept-6-yn-2-yl)urea